FC=1C=C(C=CC1OC1C(CCC1)O)C1=CC=C(C=C1)O 3'-fluoro-4'-((2-hydroxycyclopentyl)oxy)-[1,1'-biphenyl]-4-ol